3-ethyl-1-vinyl-2-pyrrolidone C(C)C1C(N(CC1)C=C)=O